N1=CC=C(C=C1)C1=CC=C(C=C1)S(=O)(=O)N1CCCCC1 1-((4-(pyridin-4-yl)phenyl)sulfonyl)piperidine